N1-(3-(dimethylamino)propyl)N3,N3-dimethylpropane-1,3-diamine CN(CCCNCCCN(C)C)C